FC1=CC=C(CNC(=O)C=2C(C(=C3C(N4CCCNC4CN3C2)=O)O)=O)C=C1 5-Hydroxy-6,10-dioxo-1,2,3,4,6,9,9a,10-octahydro-1,4a,8a-triaza-anthracene-7-carboxylic acid 4-fluoro-benzylamide